CN1S(CC2=C1C=C(C=C2)C(=O)O)(=O)=O 1-methyl-1,3-dihydrobenzo[c]isothiazole-6-carboxylic acid 2,2-dioxide